ClC1=CC=C(C=C1)N1C(N(C(C1=O)C(C)C)C=1N=C2N(CCOC3=C2C=CC(=C3)N3[C@@H](CCC3)C(=O)N)C1)=O (2S)-1-(2-(3-(4-chlorophenyl)-5-isopropyl-2,4-dioxoimidazolidin-1-yl)-5,6-dihydrobenzo[f]imidazo[1,2-d][1,4]oxazepin-9-yl)pyrrolidine-2-carboxamide